N-[2-[6-(3-fluoropropoxy)-10-oxo-1,5,11-triazatricyclo[7.4.0.02,7]trideca-2,4,6,8-tetraen-11-yl]ethyl]-3-(5-methyl-1,2,4-oxadiazol-3-yl)benzamide FCCCOC=1N=CC=C2N3CCN(C(C3=CC12)=O)CCNC(C1=CC(=CC=C1)C1=NOC(=N1)C)=O